C(C)(C)(C)OC(=O)N1CC(N(CC1)C1=NC=CC=C1[N+](=O)[O-])C(=O)O 4-(tert-butoxycarbonyl)-1-(3-nitropyridin-2-yl)piperazine-2-carboxylic acid